N-(2-(2,6-dioxopiperidin-3-yl)-1-oxoisoindolin-5-yl)-2-(3-(4-(4-(quinoxalin-2-yl)-1H-pyrazol-1-yl)piperidin-1-yl)phenyl)acetamide O=C1NC(CCC1N1C(C2=CC=C(C=C2C1)NC(CC1=CC(=CC=C1)N1CCC(CC1)N1N=CC(=C1)C1=NC2=CC=CC=C2N=C1)=O)=O)=O